8-(4-(difluoromethyl)phenyl)-2-(trifluoromethyl)chromeno[7,8-d]imidazol-6(3H)-one FC(C1=CC=C(C=C1)C=1OC2=C(C(C1)=O)C=CC=1NC(=NC12)C(F)(F)F)F